(R)-4-p-methylphenyl-2-oxazolidinone CC1=CC=C(C=C1)[C@H]1NC(OC1)=O